N1CC2(CC1C(=O)N)ONC1=CC=CC=C12 2-oxaspiro[indole-3,3'-pyrrolidine]-5'-carboxamide